ClC=1C(=C(OC2CCC(CC2)NC(=O)C2=CC=C(N=N2)N2CCC(CC2)N(C(OC(C)(C)C)=O)C)C=CC1C#N)C tert-butyl (1-(6-(((1r,4r)-4-(3-chloro-4-cyano-2-methylphenoxy)cyclohexyl)carbamoyl)-pyridazin-3-yl)piperidin-4-yl)(methyl)carbamate